COC1=C(C(=CC(=C1)C)C)C=1N=C(C(=NC1)C(=O)OC)NC(=O)C1CN(CCC1)C(=O)OC(C)(C)C methyl 5-(2-methoxy-4,6-dimethyl-phenyl)-3-[[1-tert-butoxycarbonylpiperidine-3-carbonyl]amino]pyrazine-2-carboxylate